FC=1C=CC=C2C3=C(C=C(C(C[C@]4(C[C@H](CC4)NS(=O)(=O)C4CC4)C=4OC=C(COC12)N4)=C3)F)F N-[(1'S,14R)-6,17,19-trifluorospiro[8,12-dioxa-21-azatetracyclo[14.3.1.110,13.02,7]henicosa-1(19),2,4,6,10,13(21),16(20),17-octaene-14,3'-cyclopentane]-1'-yl]cyclopropanesulfonamide